C1(CCCCCCCC=CCCCCCCCCO1)=O 18-octadecane-9-enolide